C1(=CC=CC=C1)C=1C=C2NC=3C=CC=C4C3C2=C(C1)C1=CC=CC=C14 2-Phenyl-4H-naphtho[1,2,3,4-def]carbazol